2,4,6-trimethyl-isophthalamide CC1=C(C(=O)N)C(=CC(=C1C(=O)N)C)C